(R)-2-(((R)-1-(4-methoxyphenyl)ethyl)amino)-2-(thien-3-yl)acetonitrile COC1=CC=C(C=C1)[C@@H](C)N[C@@H](C#N)C1=CSC=C1